OC(CN(CCCC(=O)OCCN1CCN(CC1)CCSSCCCCN(CC(CCCCC(=O)OCCCC)O)CC(CCCCC(=O)OCCCC)O)CC(CCCCC(OC(C)C)=O)O)CCCCC(=O)OC(C)C Dibutyl 7,7'-((4-((2-(4-(2-((4-(bis(2-hydroxy-7-isopropoxy-7-oxoheptyl)amino)-butanoyl)oxy)ethyl)piperazin-1-yl)ethyl)disulfaneyl)butyl)azanediyl)bis(6-hydroxyheptanoate)